bromo-4-chloro-2-(2,4-dimethoxybenzyl)-2,3-dihydro-1H-pyrrolo[3,4-c]pyridin-1-one BrC1N(C(C2=C1C(=NC=C2)Cl)=O)CC2=C(C=C(C=C2)OC)OC